cobalt-chromium-nickel-molybdenum [Mo].[Ni].[Cr].[Co]